4-Methoxybenzylamine COC1=CC=C(CN)C=C1